ClC=1N=C(C2=C(N1)N(C=C2)COCC[Si](C)(C)C)Cl 2,4-dichloro-7-(2-trimethylsilylethoxy)methyl-7H-pyrrolo[2,3-d]pyrimidine